(E)-N'-[4-({5-[(2E)-3-(dimethylamino)prop-2-enoyl]-2-methyl-1,3-thiazol-4-yl}oxy)-2,5-difluorophenyl]-N,N-dimethylmethanimidamide CN(/C=C/C(=O)C1=C(N=C(S1)C)OC1=CC(=C(C=C1F)/N=C/N(C)C)F)C